The molecule is a member of the class of ureas that consists of acetic acid in which the two methyl hydrogens are replaced by carbamoylamino groups respectively. It has a role as a plant metabolite and a mouse metabolite. It is a conjugate acid of an allantoate. C(C(=O)O)(NC(=O)N)NC(=O)N